toluene-bis(nonyl thiocarbamate) C(CCCCCCCC)NC(O)=S.C(CCCCCCCC)NC(O)=S.CC1=CC=CC=C1